N-(2-fluoro-6-(4-isopropylpiperazin-1-yl)phenyl)-4-(5-((1S,2S)-2-fluorocyclopropyl)-1,2,4-oxadiazol-3-yl)-4-methylpiperidine-1-carboxamide FC1=C(C(=CC=C1)N1CCN(CC1)C(C)C)NC(=O)N1CCC(CC1)(C)C1=NOC(=N1)[C@H]1[C@H](C1)F